3-[1-(Cyclobutyl-methyl)-8-dimethylamino-2-oxo-8-phenyl-1,3-diazaspiro[4.5]decan-3-yl]-N-(6-methylsulfonyl-pyridin-3-yl)-propionamide C1(CCC1)CN1C(N(CC12CCC(CC2)(C2=CC=CC=C2)N(C)C)CCC(=O)NC=2C=NC(=CC2)S(=O)(=O)C)=O